C(CCC)(=O)OCCCCCCCCCCCCCCCCCCCCCCCCCC hexacosyl n-butanoate